F[C@H]1CN(CC[C@H]1NC1=CC=CC2=C1SC(=C2CC(F)(F)F)C2=NOC(=N2)[C@@H]2NC(CC2)=O)C(=O)OC(C)(C)C Tert-butyl (3S,4R)-3-fluoro-4-((2-(5-((R)-5-oxopyrrolidin-2-yl)-1,2,4-oxadiazol-3-yl)-3-(2,2,2-trifluoroethyl)benzo[b]thiophen-7-yl)amino)piperidine-1-carboxylate